2-((3aR,5r,6aS)-5-(4-fluoro-2-methylbenzyl)-5-hydroxyhexahydrocyclopenta[c]pyrrol-2(1H)-yl)-1-(5-hydroxypyridin-2-yl)ethanone FC1=CC(=C(CC2(C[C@@H]3[C@@H](CN(C3)CC(=O)C3=NC=C(C=C3)O)C2)O)C=C1)C